N6-(2,4-dichlorobenzyl-carbonylamino)-adenosine ClC1=C(CC(=O)NNC=2C=3N=CN([C@H]4[C@H](O)[C@H](O)[C@@H](CO)O4)C3N=CN2)C=CC(=C1)Cl